2-chloro-1H-benzo[d]imidazole-5-carboxylic acid ClC1=NC2=C(N1)C=CC(=C2)C(=O)O